COC=1C=CC=C2C=C(COC12)N 8-methoxy-2H-chromen-3-amine